N-(6-(2-fluoro-4-((4-methylpiperazin-1-yl)methyl)phenyl)quinolin-4-yl)benzo[d]thiazol-5-amine FC1=C(C=CC(=C1)CN1CCN(CC1)C)C=1C=C2C(=CC=NC2=CC1)NC=1C=CC2=C(N=CS2)C1